BrC=1C(=C(OC2CCC3(OCCCO3)CC2)C=CC1)C(F)(F)F 9-(3-bromo-2-(trifluoromethyl)phenoxy)-1,5-dioxaspiro[5.5]undecane